OCC1=NNC(=C1)C(=O)OCC Ethyl 3-(hydroxymethyl)-1H-pyrazole-5-carboxylate